1-(3-((6,7-dichloro-2,2-dioxido-4,9-dihydro-[1,2,6]thiadiazino[4,3-g]indol-3(1H)-yl)methyl)piperidin-1-yl)ethan-1-one ClC=1C=2C(=CNC2C2=C(C1)CN(S(N2)(=O)=O)CC2CN(CCC2)C(C)=O)Cl